[In].[Ga].[Al] Aluminium-Gallium-Indium